C12(CC3CC(CC(C1)C3)C2)P(C23CC1CC(CC(C2)C1)C3)C31CC2CC(CC(C3)C2)C1 tris-(1-adamantyl)phosphine